C(C=C)(=O)NC[C@@H]1CN(C=2C=CC=C(C2C1)C(=O)O)C1=CC=C(C=C1)C(F)(F)F |o1:6| (R)- or (S)-3-(acrylamidomethyl)-1-(4-(trifluoromethyl)phenyl)-1,2,3,4-tetrahydro-quinoline-5-carboxylic acid